O[C@@H]1[C@H](CCCC1)NC(C1=CC(=C(C=C1)C)NCC=1C=NN2C1N=CC=C2)=O N-[(1S,2S)-2-hydroxycyclohexyl]4-methyl-3-{[(pyrazolo[1,5-a]pyrimidin-3-yl)methyl]amino}benzamide